4-nitrophenyl 5-((1,7-dioxo-4-(3-oxo-3-(prop-2-yn-1-ylamino) propyl)-1,7-bis(prop-2-yn-1-ylamino) hept-4-yl) amino)-5-oxopentanoate O=C(CCC(CCC(NCC#C)=O)(CCC(NCC#C)=O)NC(CCCC(=O)OC1=CC=C(C=C1)[N+](=O)[O-])=O)NCC#C